6,10,14-trimethyl-2,2-bis(2,2,2-trifluoroethyloxy)pentadec-5-ene CC(=CCCC(C)(OCC(F)(F)F)OCC(F)(F)F)CCCC(CCCC(C)C)C